FC1=C(C(=CC(=C1)OC(C)C)F)C1=NC(=NO1)N1CCCC2=CC=CC=C12 5-(2,6-difluoro-4-isopropoxyphenyl)-3-(3,4-dihydroquinolin-1(2H)-yl)-1,2,4-oxadiazole